ClC=1C(=NC=NC1C)NC(C1=C(N=C(C(=C1)F)N1N=C(N(C1=O)CC)CO)O[C@H](C(F)(F)F)C)=O (S)-N-(5-Chloro-6-methylpyrimidin-4-yl)-6-(4-ethyl-3-(hydroxymethyl)-5-oxo-4,5-dihydro-1H-1,2,4-triazol-1-yl)-5-fluoro-2-((1,1,1-trifluoropropan-2-yl)oxy)nicotinamide